tert-butyl N-[1-[(5-iodo-3-methylpyrazin-2-yl)oxy]-2-methylpropan-2-yl]carbamate IC=1N=C(C(=NC1)OCC(C)(C)NC(OC(C)(C)C)=O)C